3-oxo-2-[4-[rac-(1S)-2,2,2-trifluoro-1-methyl-ethoxy]phenyl]-6,8-dihydro-5H-imidazo[1,5-a]pyrazine-1-carboxamide O=C1N(C(=C2N1CCNC2)C(=O)N)C2=CC=C(C=C2)O[C@H](C(F)(F)F)C |r|